(E)-benzyl 2-(4-((1-oxo-1,3-dihydroisobenzofuran-4-ylimino)methyl)phenyl)pyrrolidine-1-carboxylate O=C1OCC2=C(C=CC=C12)\N=C\C1=CC=C(C=C1)C1N(CCC1)C(=O)OCC1=CC=CC=C1